CCC(CC)OC1C=C(CCC1)C(=O)O 3-(pent-3-yloxy)cyclohex-1-ene-1-carboxylic acid